C(C)(C)[C@@H]1CC=C(CC1)CC(C=O)C 3-((S)-4-Isopropylcyclohex-1-en-1-yl)-2-methylpropionaldehyde